BrC1=C(C(=CC2=CC=CC=C12)Br)N 1,3-dibromonaphthalene-2-amine